OCC[C@@H](C)[C@H]1CC[C@H]2C3=CCC4C[C@H](CC[C@]4(C)[C@H]3CC[C@]12C)CC(=O)[O-] (3S,20r)-20-(hydroxyethyl)-pregn-7-en-3-ylacetate